N1(CCC1)C[C@@H]1C[C@H](NC1)CONC(=O)[C@H]1N2C(N([C@H](CC1)C2)OS(=O)(=O)O)=O (2S,5R)-N-{[(2S,4R)-4-(Azetidin-1-ylmethyl)-pyrrolidin-2-yl]methyloxy}-7-oxo-6-(sulfooxy)-1,6-diazabicyclo[3.2.1]octane-2-carboxamide